O1C=NC=C1C1=CC=C(S1)S(=O)(=O)Cl 5-(1,3-oxazol-5-yl)-2-thiophenesulfonyl chloride